Cl.Cl.NCC1=CC=C(C(=O)NC2=CC(=C(C=C2)C=2CCNCC2)F)C=C1 4-(aminomethyl)-N-[3-fluoro-4-(1,2,3,6-tetrahydropyridin-4-yl)phenyl]benzamide 2HCl salt